C(C)(=O)N1C=C(C2=CC=CC=C12)C(=O)NCC=1NC2=CC=C(C=C2C1)F 1-acetyl-N-((5-fluoro-1H-indol-2-yl)methyl)-1H-indole-3-carboxamide